C1(=CC=CC=C1)N(C1=CC=CC=C1)C N,N-diphenylmethylamine